C1(CCCC1)N1C(=CC2=C1N=C(N=C2)NC2=CC=C(C=N2)N2CCN(CC2)C(=O)OC(C)(C)C)C(N(C)C)=O tert-butyl 4-(6-((7-cyclopentyl-6-(dimethylcarbamoyl)-7H-pyrrolo[2,3-d]pyrimidin-2-yl)amino)pyridin-3-yl)piperazine-1-carboxylate